4-(carboxymethyl)-1-(6-methylindoline-1-carbonyl)piperidine-4-carboxylic acid C(=O)(O)CC1(CCN(CC1)C(=O)N1CCC2=CC=C(C=C12)C)C(=O)O